3-((S)-1-(isoquinoline-1-carboxamido)-2-methylpropyl)-4,5-dihydroisoxazole C1(=NC=CC2=CC=CC=C12)C(=O)N[C@@H](C(C)C)C1=NOCC1